2-CHLORO-1-ETHYL-5-FORMYL-4-METHYL-6-OXO-1,6-DIHYDROPYRIDINE-3-CARBONITRILE ClC=1N(C(C(=C(C1C#N)C)C=O)=O)CC